FC=1C=C2C=C(C(NC2=NC1)=O)C=1N=NN(C1)C1=CC=C(C=C1)C(=O)N1CCN(CC1)CCOC 6-Fluoro-3-(1-{4-[4-(2-methoxy-ethyl)-piperazine-1-carbonyl]-phenyl}-1H-[1,2,3]triazol-4-yl)-1H-[1,8]naphthyridin-2-one